FC1=C(C(=C(C=C1)C1COC(C1)C(F)(F)F)OC)C 3-(4-fluoro-2-methoxy-3-methyl-phenyl)-5-(trifluoromethyl)tetrahydrofuran